C(=O)(O)CN1C(NC=C(C1=O)C)=O N3-carboxymethyl-thymine